C(C)(C)(C)P(C1=C(C=CC(=C1)OC)OC)C(C)(C)C di-(tert-butyl)(2,5-dimethoxyphenyl)phosphine